O1C=CC=C1OC(C1=CC=CC=C1)=O furan-5-ylbenzoate